2-OXOINDOLINE O=C1NC2=CC=CC=C2C1